tert-butyl-5-bromo-3-(4-methylpiperazine-1-carbonyl)-1H-indazole-1-carboxylate (tert-butyl 5-bromo-3-(4-methylpiperazine-1-carboyl)-1H-indazole-1-carboxylate) C(C)(C)(C)C1=C2C(=NN(C2=CC=C1Br)C(=O)O)C(=O)N1CCN(CC1)C.C(C)(C)(C)OC(=O)N1N=C(C2=CC(=CC=C12)Br)C(=O)N1CCN(CC1)C